PCCCCCCP 1,6-bisphosphinohexane